C(C)(C)(C)OC(NCCNC(=O)C1=CNC(=C1C)C=C1C(NC2=CC=C(C=C12)F)=O)=O.C1(=CC=CC=C1)C(=CC1=CC=CC=C1)C1=CC=CC=C1 1-bis(phenyl)vinylbenzene tert-butyl-N-[2-[[5-[(5-fluoro-2-oxo-indolin-3-ylidene)methyl]-4-methyl-1H-pyrrole-3-carbonyl]amino]ethyl]carbamate